N-((1-(4-(trifluoromethoxy)-phenyl)-1,2,3,4-tetrahydroquinolin-3-yl)methyl)acrylamide FC(OC1=CC=C(C=C1)N1CC(CC2=CC=CC=C12)CNC(C=C)=O)(F)F